FC=1C(=CC(=C(C1)NCC#CC=1C=C(C2=C(N(C=N2)CC(F)(F)F)C1)C(=O)N[C@@H]1[C@H](CN(CC1)C1CCOCCC1)C)OC)C(NC)=O 6-(3-((5-fluoro-2-methoxy-4-(methylcarbamoyl)phenyl)amino)prop-1-yn-1-yl)-N-((3S,4S)-3-methyl-1-(oxepan-4-yl)piperidin-4-yl)-1-(2,2,2-trifluoroethyl)-1H-benzo[d]imidazole-4-carboxamide